4-bromo-3,5-dimethylpyridinecarbonitrile BrC1=C(C(=NC=C1C)C#N)C